N'-(3-bromo-4-methoxybenzylidene)-4-methylbenzenesulfonohydrazide BrC=1C=C(C=NNS(=O)(=O)C2=CC=C(C=C2)C)C=CC1OC